ClC1=CC(=C(C=C1)/C=C/C(=O)N[C@H](C(=O)NC(C(C(=O)NC1CC1)=O)C[C@H]1C(NCC1)=O)CC1CC1)F 3-((S)-2-((E)-3-(4-chloro-2-fluorophenyl)acrylamido)-3-cyclopropylpropionamido)-N-cyclopropyl-2-oxo-4-((S)-2-oxopyrrolidin-3-yl)butanamide